COC1=CC=C(C=C1)C1=NN(C(O1)=O)C=1C=CC=C2C=CC=NC12 5-(4-methoxyphenyl)-3-(8-quinolinyl)-1,3,4-oxadiazol-2-one